(S)-4-Amino-N-(2-chloro-4-methylpyridin-3-yl)-5-fluoro-2-((1,1,1-trifluoropropan-2-yl)oxy)benzamide NC1=CC(=C(C(=O)NC=2C(=NC=CC2C)Cl)C=C1F)O[C@H](C(F)(F)F)C